FC1=CC=C(C=C1)C1=CC=C(C=N1)C1=CC=C(C=C1)C1(CCC1)C(=O)NCCC 1-(4-(6-(4-fluorophenyl)pyridin-3-yl)phenyl)-N-propylcyclobutane-1-carboxamide